tert-butyl (3-iodo-1-(tetrahydro-2H-pyran-2-yl)-1H-indazol-5-yl)carbamate IC1=NN(C2=CC=C(C=C12)NC(OC(C)(C)C)=O)C1OCCCC1